methyl (Z)-2-[5-(4,4-difluorocyclohexyl)-2-methyl-phenoxy]-3-methoxy-prop-2-enoate FC1(CCC(CC1)C=1C=CC(=C(O\C(\C(=O)OC)=C/OC)C1)C)F